CC1=C(COCC(C)(C)NC(=O)C=2C=C3C(=NC2)C=CS3)C=CC(=C1)C N-(1-((2,4-dimethylbenzyl)oxy)-2-methylpropan-2-yl)thieno[3,2-b]pyridine-6-carboxamide